[Na].C(C1=CC=CC=C1)OC(=O)NCC(=O)NC1=CC=C(C=N1)C1=C(N(C=C1)S(NC(=O)OCC1=CC=CC=C1)(=O)=O)C(=O)OCC1=CC=CC=C1 benzyl 3-[6-[[2-(benzyloxycarbonylamino)acetyl]amino]-3-pyridyl]-1-(benzyloxycarbonylsulfamoyl)pyrrole-2-carboxylate, sodium salt